4-(1-methylimidazole-2-amido)-1H-pyrrole-2-carboxylic acid CN1C(=NC=C1)C(=O)NC=1C=C(NC1)C(=O)O